FC(OC1=C(C(=C(C=C1)[C@H]1[C@@H](O[C@]([C@H]1C)(C(F)(F)F)C)C(=O)NC=1C=NC(=NC1)CO)OC)F)F (2r,3s,4s,5r)-3-(4-(difluoromethoxy)-3-fluoro-2-methoxyphenyl)-N-(2-(hydroxymethyl)pyrimidin-5-yl)-4,5-dimethyl-5-(trifluoromethyl)tetrahydrofuran-2-carboxamide